tert-butyl 7-(5-chloro-2-(2-(5-cyano-2-methyl-4-oxo-6-(pyridin-3-ylamino)-7-(trifluoromethyl)quinazolin-3(4H)-yl)ethoxy)phenyl)-5-methylthieno[3,2-b]pyridine-3-carboxylate ClC=1C=CC(=C(C1)C1=C2C(=NC(=C1)C)C(=CS2)C(=O)OC(C)(C)C)OCCN2C(=NC1=CC(=C(C(=C1C2=O)C#N)NC=2C=NC=CC2)C(F)(F)F)C